FC=1C=C(C=CC1OC1=CC=NC2=CC(=CN=C12)OC)NC(=O)C1=NC=CN(C1=O)C1=CC=C(C=C1)F N-[3-fluoro-4-[(7-methoxy-1,5-naphthyridin-4-yl)oxy]phenyl]-4-(4-fluorophenyl)-3-oxopyrazine-2-carboxamide